C(C)(C)(C)OOC(C)(C)C1=C(C=CC=C1)C(C)(C)OOC(C)(C)C di(tert.-butylperoxyisopropyl)benzene